COB1OC(C2=C1C=CC(=C2)NC2=NC=C(C(=C2)N[C@H](CO)C2=CC=CC=C2)C2=NC(=NO2)N2CCOCC2)C (2S)-2-((2-((1-methoxy-3-methyl-1,3-dihydrobenzo[c][1,2]oxaborol-5-yl)amino)-5-(3-morpholino-1,2,4-oxadiazol-5-yl)pyridin-4-yl)amino)-2-phenylethan-1-ol